trans-N1,N1-dimethyl-N4-(5-(2-methyl-1-(tetrahydro-2H-pyran-4-yl)-1H-imidazo[4,5-b]pyridin-6-yl)pyrrolo[2,1-f][1,2,4]triazin-2-yl)cyclohexane-1,4-diamine CN([C@@H]1CC[C@H](CC1)NC1=NN2C(C=N1)=C(C=C2)C=2C=C1C(=NC2)N=C(N1C1CCOCC1)C)C